N-(4-(2,4-difluorophenoxy)-3-(6-methyl-1H-pyrrolo[2,3-b]pyridin-4-yl)phenyl)ethanesulfonamide FC1=C(OC2=C(C=C(C=C2)NS(=O)(=O)CC)C2=C3C(=NC(=C2)C)NC=C3)C=CC(=C1)F